4-isopropyl-2-methyl-6-(4,4,5,5-tetramethyl-1,3,2-dioxaborolan-2-yl)quinoline C(C)(C)C1=CC(=NC2=CC=C(C=C12)B1OC(C(O1)(C)C)(C)C)C